diethyl ether diacrylate C(C=C)(=O)O.C(C=C)(=O)O.C(C)OCC